5-((6,7-dimethoxy-4-oxo-3,4-dihydro-phthalazin-1-yl)methyl)indoline-1-sulfonamide hydrochloride Cl.COC=1C=C2C(NN=C(C2=CC1OC)CC=1C=C2CCN(C2=CC1)S(=O)(=O)N)=O